OC=1C=C(OC[C@H]2CN(CC2)C(=O)OC(C)(C)C)C=CC1 tert-Butyl (3R)-3-[(3-hydroxyphenoxy)methyl]pyrrolidine-1-carboxylate